5-amino-1-(4-bromophenyl)-1H-1,2,3-triazole-4-carboxylic acid ethyl ester C(C)OC(=O)C=1N=NN(C1N)C1=CC=C(C=C1)Br